Cl.NC/C(/CN1N=CN(C1=O)CC1=CC=C(S1)C=1C=C2C=CC(NC2=C(C1)F)=O)=C\F 6-[5-(1-[(2E)-2-(aminomethyl)-3-fluoroprop-2-en-1-yl]-5-oxo-1,5-dihydro-4H-1,2,4-triazol-4-ylmethyl)thiophen-2-yl]-8-fluoroquinolin-2(1H)-one hydrochloride